NC1=NC=C(C=N1)N(C(C1=CC=C(C(=O)N(C2CCNCC2)C)C=C1)=O)C N1-(2-aminopyrimidin-5-yl)-N1,N4-dimethyl-N4-(piperidin-4-yl)-terephthalamide